CC(CCC(C(=O)O)C)CCC=C(C)C.C(CC)(=O)OCCC(C)CCC=C(C)C CITRONELLYL PROPIONATE (3,7-dimethyloct-6-en-1-ylpropionate)